CC1=CC2=C(N=C(N=C2NCCCC2=CC=CC=C2)C2=NC=CN=C2)S1 6-methyl-N-(3-phenylpropyl)-2-(pyrazin-2-yl)thieno[2,3-d]pyrimidin-4-amine